COC1=CC=C(C=C1)C(N1CN=C2C(=CC=CC2=C1)Cl)C1=CC=C(C=C1)OC 3-(bis(4-methoxyphenyl)methyl)-8-chloroquinazolin